(trans)-2-[[2-[4-bromo-3-(hydroxymethyl)-5-(trifluoromethyl)anilino]-5-methyl-pyrimidin-4-yl]amino]cyclohexane-1-carbonitrile BrC1=C(C=C(NC2=NC=C(C(=N2)N[C@H]2[C@@H](CCCC2)C#N)C)C=C1C(F)(F)F)CO